C(N)(=N)C1(CN(C1)C(=O)OCC=C)COC Allyl 3-carbamimidoyl-3-(methoxymethyl)azetidine-1-carboxylate